ClC1=C(C(=O)OC)C=C(C=N1)C(F)(F)F methyl 2-chloro-5-(trifluorometh-yl)nicotinate